CC1=NC=C(C2=C1C(=O)OC2=O)C 2,5-dimethyl-3,4-pyridinedicarboxylic anhydride